CN1CCO[C@H]2[C@H]1CCN1C2=NC2=CC=C(C=C2C1=O)C(F)(F)F |r| (±)-(4aR,13bS)-4-methyl-10-(trifluoromethyl)-3,4,4a,5,6,13b-hexahydro-[1,4]oxazino[2',3':3,4]pyrido[2,1-b]quinazolin-8(2H)-one